P(=O)(O)(O)O[C@]1([C@]([C@@](O[C@@H]1CO)(N1C(=O)N=C(N)C=C1)C)(O)OC)CC.C[C@@]1([C@H](O)[C@H](O)[C@@H](CO)O1)N1C(=O)N=C(N)C=C1 methyl-cytidine 2'-methoxy-ethyl-methyl-cytidine-3'-phosphate